4-((2-((dimethylamino)methyl)-1H-benzo[d]imidazol-5-yl)carbamoyl)benzoic acid tert-butyl ester C(C)(C)(C)OC(C1=CC=C(C=C1)C(NC1=CC2=C(NC(=N2)CN(C)C)C=C1)=O)=O